benzyl (3aS,7aR)-1-[4-(trifluoromethoxy)phenyl]-3,3a,4,6,7,7a-hexahydro-2H-pyrrolo[3,2-c]pyridine-5-carboxylate FC(OC1=CC=C(C=C1)N1CC[C@H]2CN(CC[C@H]21)C(=O)OCC2=CC=CC=C2)(F)F